5-fluoro-N-[3-(7-{[(3S,4R)-3-fluoro-1-methylpiperidin-4-yl]amino}-3-(2,2,2-trifluoroethyl)pyrazolo[1,5-a]pyridin-2-yl)prop-2-yn-1-yl]-1-methyl-1H-pyrrole-3-carboxamide FC1=CC(=CN1C)C(=O)NCC#CC1=NN2C(C=CC=C2N[C@H]2[C@H](CN(CC2)C)F)=C1CC(F)(F)F